CN1C(C(N(C2=CC=CC=C12)C1CCN(CC1)C1=NC=CC=N1)=O)=O 2-(4-(4-methyl-2,3-dioxo-3,4-dihydroquinoxalin-1(2H)-yl)piperidin-1-yl)pyrimidine